CS(=O)(=NC1=NC(=NC(=C1)N1[C@@H](COCC1)C)C1=C2C(=NC=C1)NC=C2)C (R)-dimethyl-((6-(3-methylmorpholino)-2-(1H-pyrrolo[2,3-b]pyridin-4-yl)-pyrimidin-4-yl)imino)-λ6-sulfanone